S(=O)(=O)=C(C(C(C(C(C(F)(F)F)(F)F)(F)F)(F)F)(F)F)F.[Na] sodium sulfonyl-dodecafluorohexane